8-nitro-3-trifluoromethylquinoline [N+](=O)([O-])C=1C=CC=C2C=C(C=NC12)C(F)(F)F